COC1OC(C2=NC(=CC=C21)NC2=NC=C(C(=C2)N[C@H](CO)C2=CC=CC=C2)C=2OC(=NN2)C2=NC=CC=C2)(C)C (2S)-2-((2-((5-methoxy-7,7-dimethyl-5,7-dihydrofuro[3,4-b]pyridin-2-yl)amino)-5-(5-(pyridin-2-yl)-1,3,4-oxadiazol-2-yl)pyridin-4-yl)amino)-2-phenylethan-1-ol